NC1CN(CC1CO)C(=O)OCC ethyl 3-amino-4-(hydroxymethyl)-1-pyrrolidinecarboxylate